4-guanidino-l-phenylalanine N(C(=N)N)C1=CC=C(C[C@H](N)C(=O)O)C=C1